2-(3,4-dihydroxyphenyl)-2,3,4-trihydro-3,5,7-Trihydroxychromene OC=1C=C(C=CC1O)C1OC2=CC(=CC(=C2CC1O)O)O